tert-butyl (1-(4-(4,4,5,5-tetramethyl-1,3,2-dioxaborolan-2-yl)benzoyl)cyclopropyl)carbamate CC1(OB(OC1(C)C)C1=CC=C(C(=O)C2(CC2)NC(OC(C)(C)C)=O)C=C1)C